ethyl [3-[2-chloro-4-fluoro-5-(1-methyl-6-trifluoromethyl-2,4-dioxo-1,2,3,4-tetrahydropyrimidin-3-yl)-phenoxy]-2-pyridyloxy]acetate ClC1=C(OC=2C(=NC=CC2)OCC(=O)OCC)C=C(C(=C1)F)N1C(N(C(=CC1=O)C(F)(F)F)C)=O